CN(CC1=CC(=C(C=C1)B1OC(C(O1)(C)C)(C)C)C)C N,N-dimethyl-1-[3-methyl-4-(4,4,5,5-tetramethyl-1,3,2-dioxaborolan-2-yl)phenyl]methanamine